3-Amino-N-[4-[3-chloro-5-(1-methyl-4-piperidyl)phenoxy]-6-(2-isopropylphenyl)pyrimidin-2-yl]benzenesulfonamide NC=1C=C(C=CC1)S(=O)(=O)NC1=NC(=CC(=N1)OC1=CC(=CC(=C1)C1CCN(CC1)C)Cl)C1=C(C=CC=C1)C(C)C